FC(S(=O)(=O)C=1C=CC(=NC1)CC1CC2(CN(C2)C(=O)N2CC3(C2)NC(COC3)=O)C1)(F)F 2-[6-[[5-(trifluoromethylsulfonyl)-2-pyridyl]methyl]-2-azaspiro[3.3]heptane-2-carbonyl]-8-oxa-2,5-diazaspiro[3.5]nonan-6-one